ethyl 5-[[(1R)-1-[3-(difluoromethyl)-2-fluoro-phenyl]ethyl]amino]imidazo[1,2-c]pyrimidine-2-carboxylate FC(C=1C(=C(C=CC1)[C@@H](C)NC1=NC=CC=2N1C=C(N2)C(=O)OCC)F)F